C(C)(=O)O[C@H]1[C@H](O[C@H]([C@@H]([C@H]1OC(C)=O)NC(C)=O)OC1=C(C=CC=C1)Br)COC(C)=O (2R,3R,4R,5R,6S)-5-acetamido-2-(acetoxymethyl)-6-(2-bromophenoxy)tetrahydro-2H-pyran-3,4-diyl diacetate